2-(2,3-Dihydro-[1,4]dioxino[2,3-b]pyridin-2-ylmethoxy)-9-(oxetan-3-yloxymethyl)-6,7-dihydro-pyrimido[6,1-a]isoquinolin-4-one O1C(COC2=NC=CC=C21)COC2=NC(N1C(C3=CC=C(C=C3CC1)COC1COC1)=C2)=O